C(C)(C)C=1C=C(C=C2C=NNC12)B1OC(C(O1)(C)C)(C)C 7-isopropyl-5-(4,4,5,5-tetramethyl-1,3,2-dioxaborolan-2-yl)-1H-indazole